C(CCCCCCCCCCCCCCCCC)NC(OC1=CC(=CC=C1)C=1C=NC=C(C1)C=1OC=NN1)=O 3-(5-(1,3,4-oxadiazol-2-yl)pyridin-3-yl)phenyl octadecylcarbamate